ClC1=C(NC2=NOC3=C2C=C(C=C3)Cl)C=CC=C1C1=CC3=C(OCCO3)C=C1 3-(2-chloro-3-(1,4-benzodioxan-6-yl)anilino)-5-chlorobenzoisoxazol